(S)-ethyl 2-((6-chloropyrimidin-4-yl)amino)-9-(5,6,7,8-tetrahydro-1,8-naphthyridin-2-yl)nonanoate ClC1=CC(=NC=N1)N[C@H](C(=O)OCC)CCCCCCCC1=NC=2NCCCC2C=C1